N,N-dimethylbenzo[d]thiazol-5-amine CN(C=1C=CC2=C(N=CS2)C1)C